FC=1C=C(C(=O)C2=CC=CC=C2)C=C(C1F)F 3,4,5-trifluorobenzophenone